5-{5-[5-(trifluoromethyl)-2,3-dihydro-1-benzofuran-2-yl]-3-thienyl}-1H-tetraazole FC(C=1C=CC2=C(CC(O2)C2=CC(=CS2)C2=NN=NN2)C1)(F)F